N-(4-(5-chloro-thiophen-2-yl)-but-3-yn-2-yl)piperazine-1-carboxamide hydrochloride Cl.ClC1=CC=C(S1)C#CC(C)NC(=O)N1CCNCC1